C(Cl)C1CO1.C1(=CC=CC=C1)O.C1(=CC=CC=C1)O bisphenol compound with epichlorohydrin